(2S)-3-(3-{[bis({5-[(2S)-2-carboxy-2-[(3R)-pyrrolidin-3-yl]ethyl]-1H-indazol-3-yl}methyl)amino]methyl}-1H-indazol-5-yl)-2-[(3R)-pyrrolidin-3-yl]propanoic acid C(=O)(O)[C@@H](CC=1C=C2C(=NNC2=CC1)CN(CC1=NNC2=CC=C(C=C12)C[C@H](C(=O)O)[C@@H]1CNCC1)CC1=NNC2=CC=C(C=C12)C[C@H](C(=O)O)[C@@H]1CNCC1)[C@@H]1CNCC1